C1(CC1)C=1C=CC2=C(N(C=N2)C)C1 6-cyclopropyl-1-methyl-1H-benzimidazol